((3R,5S)-1-propenoyl-5-methylpyrrolidin-3-yl)-4-amino-6-(cyclopropylethynyl)-N-((R)-1-phenylethyl)-7H-pyrrolo[2,3-d]pyrimidine-5-carboxamide C(C=C)(=O)N1C[C@@H](C[C@@H]1C)C=1N=C(C2=C(N1)NC(=C2C(=O)N[C@H](C)C2=CC=CC=C2)C#CC2CC2)N